CC1=C(C=C(C=C1)C)N1N=C(C(=C1C)C(=O)NC1=NC2=CC=CC=C2C=C1)C 1-(2,5-dimethylphenyl)-3,5-dimethyl-N-(quinolin-2-yl)-1H-pyrazole-4-carboxamide